FC(C1=C(CO)C=CC=C1)(F)F 2-(trifluoromethyl)benzyl alcohol